ClC1=C(C=C(C(=C1)C=1N=NC(=CC1)N(C1CC(NC(C1)(C)C)(C)C)C)O)/C=C/S(=O)(=O)NC (E)-2-(2-chloro-5-hydroxy-4-(6-(methyl(2,2,6,6-tetramethylpiperidin-4-yl)amino)pyridazin-3-yl)phenyl)-N-methylethene-1-sulfonamide